N-(5-(2-(dimethylamino)ethoxy)pyridin-2-yl)-3-(((7-(pyridin-4-yl)-2,3-dihydrofuro[3,2-c]pyridin-4-yl)amino)methyl)benzamide CN(CCOC=1C=CC(=NC1)NC(C1=CC(=CC=C1)CNC1=NC=C(C2=C1CCO2)C2=CC=NC=C2)=O)C